CC=1C=C(SC1)C(CC(=O)OCC)C[N+](=O)[O-] ethyl 3-(4-methylthiophene-2-yl)-4-nitrobutyrate